CCCCCCCC(C)CCC The molecule is an alkane that is undecane substituted by a methyl group at position 4. Metabolite observed in cancer metabolism. It has a role as a human metabolite. It derives from a hydride of an undecane.